ClC1=CC=C2C=C(C=NC2=C1)C(=O)N[C@H]1CN[C@@H](CC1)C=1OC(=NN1)OCCOC(F)(F)F 7-chloro-N-[(3R,6S)-6-[5-[2-(trifluoromethoxy)ethoxy]-1,3,4-oxadiazol-2-yl]-3-piperidyl]quinoline-3-carboxamide